C(CCCCCCCCCCCCC)C=C(C(=O)O)C.C(CCCCCCCCCCCCC)OC(C(=C)C)=O.FC1=CC=C(CN2[C@@H](CCC2)C2=NC(=NO2)CCCC2=CC=CC=C2)C=C1 (S)-5-(1-(4-fluorobenzyl)pyrrolidin-2-yl)-3-(3-phenyl-propyl)-1,2,4-oxadiazole n-tetradecyl-methacrylate (n-tetradecyl-methacrylate)